(2S,3R,5S)-2-amino-6,6-difluorooctadecane-3,5-diol N[C@@H](C)[C@@H](C[C@@H](C(CCCCCCCCCCCC)(F)F)O)O